6-chloro-5-methoxy-1-methyl-3-(1H-pyrazol-4-yl)-2-(4H-1,2,4-triazol-3-yl)-1H-pyrrolo[3,2-b]pyridine ClC=1C=C2C(=NC1OC)C(=C(N2C)C2=NN=CN2)C=2C=NNC2